C[Si](O[Si](O[Si](O[Si](O[Si](C)(C)C)(C1=CC=CC=C1)C)(C1=CC=CC=C1)C)(C1=CC=CC=C1)C)(C1=CC=CC=C1)C 1,1,3,5,7,9,9,9-octamethyl-1,3,5,7-tetraphenylpentasiloxane